ClC1=CC=C(C=C1)[C@@]1(N(C(C2=CC(=CC(=C12)F)C(C)(C)O)=O)CC1=NC=C(C=C1)Cl)OCC1(CC1)S(=O)C (3R)-3-(4-chlorophenyl)-2-[(5-chloropyridin-2-yl)methyl]-4-fluoro-6-(2-hydroxyprop-2-yl)-3-[(1-methanesulfinyl-cyclopropyl)methoxy]-2,3-dihydro-1H-isoindol-1-one